(((tert-butyldimethylsilyl)oxy)methyl)tetrahydro-1H-pyrrolizine [Si](C)(C)(C(C)(C)C)OCC1CCN2CCC=C12